NC1=C(C=C(C=C1)F)C(C)=O 1-(2-amino-5-fluorophenyl)ethane-1-one